OC1=CC(=CC(=N1)C(=O)N1C(CCC1)C1=CC=CC=C1)C (6-hydroxy-4-methylpyridin-2-yl)(2-phenylpyrrolidin-1-yl)methanone